Ethyl 6-(bromomethyl)-4-(3-fluoro-2-methylphenyl)-2-(1-methyl-1H-imidazol-2-yl)-1,4-dihydropyrimidine-5-carboxylate BrCC1=C(C(N=C(N1)C=1N(C=CN1)C)C1=C(C(=CC=C1)F)C)C(=O)OCC